NC=1N=NC(=CC1N1CC2CCC(C1)N2C=2C=C(C(=O)N(C)OC)C=CC2)C2=C(C=CC=C2)O 3-(3-(3-amino-6-(2-hydroxyphenyl)pyridazin-4-yl)-3,8-diazabicyclo[3.2.1]octan-8-yl)-N-methoxy-N-methylbenzamide